Methyl 6-methyl-8-oxo-5,6,7,8-tetrahydroacridine-2-carboxylate CC1CC=2N=C3C=CC(=CC3=CC2C(C1)=O)C(=O)OC